2-{[4-(4-methylphenyl)-5-(morpholin-4-yl)-4H-1,2,4-triazol-3-yl]sulfanyl}-N-[1-(propan-2-yl)-1H-pyrazol-5-yl]propanamide CC1=CC=C(C=C1)N1C(=NN=C1N1CCOCC1)SC(C(=O)NC1=CC=NN1C(C)C)C